OC1=C(C=CC(=C1[O-])OC)C=CC1=CC(=C(C(=C1)OC)OC)OC 6-hydroxy-2-methoxy-5-[2-(3,4,5-trimethoxyphenyl)ethenyl]phenolate